3-tert-butoxycarbonylamino-propionic acid C(C)(C)(C)OC(=O)NCCC(=O)O